(2R)-N-(4-tert-butylphenyl)-1-cyano-N-[2-(oxetan-3-ylmethylamino)-2-oxo-1-(3-pyridyl)ethyl]pyrrolidine-2-carboxamide C(C)(C)(C)C1=CC=C(C=C1)N(C(=O)[C@@H]1N(CCC1)C#N)C(C(=O)NCC1COC1)C=1C=NC=CC1